IC1=C(C=C(C(=C1)C)I)C 1,4-diiodo-2,5-dimethylbenzene